C(C)OC1=NC2=CC(=C(C=C2C(=N1)NC1CCS(CC1)(=O)=O)OC)OCCCN1CCCC1 4-((2-ethoxy-6-methoxy-7-(3-(pyrrolidin-1-yl)propoxy)quinazolin-4-yl)amino)tetrahydro-2H-thiopyran 1,1-dioxide